ethyl 5-[(3-chloro-N-methyl-anilino)methyl]isoxazole-3-carboxylate ClC=1C=C(N(C)CC2=CC(=NO2)C(=O)OCC)C=CC1